Trichlorostyrol ClC(=C(Cl)Cl)C1=CC=CC=C1